C(CCCCC(C)C)[Si](OCC)(OCC)OCC iso-octyl-triethoxysilane